3-(((R)-1-(2-((R)-3-((1H-pyrazol-3-yl)oxy)pyrrolidin-1-yl)-3,6-dimethyl-4-oxo-3,4-dihydroquinazolin-8-yl)ethyl)amino)-6-chloro-N-(methylsulfonyl)picolinamide N1N=C(C=C1)O[C@H]1CN(CC1)C1=NC2=C(C=C(C=C2C(N1C)=O)C)[C@@H](C)NC=1C(=NC(=CC1)Cl)C(=O)NS(=O)(=O)C